1-(6-amino-pyridin-3-yl)piperidin-4-ol tert-butyl-1,8-diaza-spiro[4.5]decane-1-carboxylate C(C)(C)(C)C1N(C2(CC1)CCNCC2)C(=O)OC2CCN(CC2)C=2C=NC(=CC2)N